dodecanoic acid 3-dodecanoyloxy-2-hydroxy-propyl ester C(CCCCCCCCCCC)(=O)OCC(COC(CCCCCCCCCCC)=O)O